(1S,2R,3S)-N-[7-chloro-6-[4-((3R,4R)-4-hydroxy-3-methyl-tetrahydrofuran-3-yl)piperazin-1-yl]-3-isoquinolyl]-2-ethyl-3-(1-methylpyrazol-3-yl)cyclopropanecarboxamide ClC1=C(C=C2C=C(N=CC2=C1)NC(=O)[C@H]1[C@@H]([C@@H]1C1=NN(C=C1)C)CC)N1CCN(CC1)[C@@]1(COC[C@@H]1O)C